OC(C1=CC=C(C(=O)O)C=C1)C1=NC2=C(N1)C=CC=C2C2=CC=C(C=C2)C=2CCCCC2 4-(hydroxy(4-(2',3',4',5'-tetrahydro-[1,1'-biphenyl]-4-yl)-1H-benzo[d]imidazol-2-yl)methyl)benzoic acid